C(C)(C)(C)OC(=O)NCC[C@@H]1C[C@@H](OC(O1)(C)C)CC(=O)O 2-((4R,6R)-6-(2-((tert-butoxycarbonyl)amino)ethyl)-2,2-dimethyl-1,3-dioxan-4-yl)acetic acid